N-(4-(8-(3-cyanopropionyl)-8-azabicyclo[3.2.1]oct-2-en-3-yl)-1H-pyrrolo[2,3-b]pyridin-6-yl)cyclopropylcarboxamide C(#N)CCC(=O)N1C2C=C(CC1CC2)C2=C1C(=NC(=C2)NC(=O)C2CC2)NC=C1